5-[(5-fluoro-3-pyridyl)amino]-N-spiro[3.4]octan-3-yl-1H-pyrazolo[3,4-c]pyridine-7-carboxamide FC=1C=C(C=NC1)NC=1C=C2C(=C(N1)C(=O)NC1CCC13CCCC3)NN=C2